1-benzylpiperidine-4-yl [1,1'-biphenyl]-2-ylcarbamate C1(=C(C=CC=C1)NC(OC1CCN(CC1)CC1=CC=CC=C1)=O)C1=CC=CC=C1